methyl 3-acetyl-1-(2-((2-((3-chloro-2-fluorophenylmethyl) amino)-2-oxoethyl) (cyclopropyl) amino)-2-oxoethyl)-1H-indazole-5-carboxylate C(C)(=O)C1=NN(C2=CC=C(C=C12)C(=O)OC)CC(=O)N(C1CC1)CC(=O)NCC1=C(C(=CC=C1)Cl)F